2-[(2S)-2,4-dimethylpiperazin-1-yl]-N-[(4-fluoro-1H-benzimidazol-2-yl)methyl]-8-(trifluoromethyl)pyrazolo[1,5-a][1,3,5]triazin-4-amine C[C@@H]1N(CCN(C1)C)C1=NC=2N(C(=N1)NCC1=NC3=C(N1)C=CC=C3F)N=CC2C(F)(F)F